O=C1NC(CCC1N1C(C2=CC=C(C=C2C1=O)OCCCCN1CC(CC1)N1N=CC(=C1)C(=O)N)=O)=O 1-(1-(4-((2-(2,6-dioxopiperidin-3-yl)-1,3-dioxoisoindolin-5-yl)oxy)butyl)pyrrolidin-3-yl)-1H-pyrazole-4-carboxamide